C1(=CC(=C2C=CC=3C(=CC(=C4C=CC1=C2C34)C(=O)NC3=CC=CC=C3)C(=O)NC3=CC=CC=C3)C(=O)NC3=CC=CC=C3)C(=O)NC3=CC=CC=C3 pyrene-1,3,6,8-tetranilide